1-[(6-{3-Azabicyclo[3.1.0]hex-3-yl}-2-methylpyridin-3-yl)methyl]-N-[(6S)-3-methyl-1H,4H,5H,6H-cyclopenta[c]pyrazol-6-yl]-1H-pyrazole-4-carboxamide C12CN(CC2C1)C1=CC=C(C(=N1)C)CN1N=CC(=C1)C(=O)N[C@H]1CCC2=C1NN=C2C